C1(=CC=CC2=CC=CC=C12)C=C(C(=O)OCC(C)C)C(=O)OCC(C)C diisobutyl (naphthylmethylene)malonate